N-(2-formyl-3-hydroxyphenyl)methanesulfonamide C(=O)C1=C(C=CC=C1O)NS(=O)(=O)C